N-(2,6-dioxopiperidin-3-yl)-2-fluoro-3-[4-(piperazin-1-ylmethyl)piperidin-1-yl]benzamide hydrochloride Cl.O=C1NC(CCC1NC(C1=C(C(=CC=C1)N1CCC(CC1)CN1CCNCC1)F)=O)=O